1-cyclopentyl-3-(5-ethynyl-2-((4-(4-methylpiperazin-1-yl)phenyl)amino)pyrido[2,3-d]pyrimidin-7-yl)urea C1(CCCC1)NC(=O)NC=1C=C(C2=C(N=C(N=C2)NC2=CC=C(C=C2)N2CCN(CC2)C)N1)C#C